N1=CSC2=C1CCOC21CCNCC1 6',7'-dihydrospiro[piperidine-4,4'-pyrano[4,3-d]thiazole]